(S)-N-(2-chloro-4,6-difluoro-benzyl)-5-fluoro-8-oxo-5,6,7,8-tetrahydro-quinoline-5-carboxamide ClC1=C(CNC(=O)[C@]2(C=3C=CC=NC3C(CC2)=O)F)C(=CC(=C1)F)F